CC1=C2C(=NC=C1C#N)N=C(N2)C(=O)N2[C@@H](C=1C=CC=NC1CC2)C (R)-7-Methyl-2-(5-methyl-5,6,7,8-tetrahydro-1,6-naphthyridine-6-carbonyl)-1H-imidazo[4,5-b]pyridine-6-carbonitrile